(R)-1-(1-(3-Chloro-4-(2-(1-cyanocyclopropyl)pyridin-3-yl)phenyl)-2-(methyl-sulfonyl)ethyl)-3-(2-ethynylthiazol-4-yl)urea ClC=1C=C(C=CC1C=1C(=NC=CC1)C1(CC1)C#N)[C@H](CS(=O)(=O)C)NC(=O)NC=1N=C(SC1)C#C